bromo-3,3,3-trifluoropropene BrC=CC(F)(F)F